NC[C@@H](O)C1=CNC2=CC=CC=C12 (1S)-2-amino-1-(1H-indol-3-yl)ethanol